[N-]=[N+]=[N-].C1(=CC=CC=C1)ON O-phenyl-hydroxylamine azide